5-[3-[(1S)-2,3-dihydro-1-[(2-hydroxyethyl)amino]-1H-inden-4-yl]-1,2,4-oxadiazol-5-yl]-2-(1-methylethoxy)benzonitrile hydrochloride Cl.OCCN[C@H]1CCC2=C(C=CC=C12)C1=NOC(=N1)C=1C=CC(=C(C#N)C1)OC(C)C